6-methoxy-3,4-dihydroquinoxalin-2(1H)-one COC=1C=C2NCC(NC2=CC1)=O